OC(C(=O)C1=CC=C(C=C1)C(C1=CC=C(C=C1)C(C(C)(C)O)=O)=O)(C)C 2-hydroxy-1-(4-(4-(2-hydroxy-2-methylpropanoyl)benzoyl)phenyl)-2-methylpropan-1-one